CCCCC/C=C\\C[C@H](/C=C/C=C/C(=O)O)O The molecule is a hydroxy polyunsaturated fatty acid that is (2E,4E,8Z)-tetradeca-2,4,8-trienoic acid which is carrying a hydroxy group at the 6R-position. It is a long-chain fatty acid, a hydroxy polyunsaturated fatty acid, an alpha,beta-unsaturated monocarboxylic acid and a straight-chain fatty acid.